C(C(C)C1=CC=CC=C1)=O HydratropAldehyde